OB1OC2=C(C[C@@H]1NC([C@H](C1=CC=C(C=C1)P(=O)(O)O)NC(=O)[C@H]1N(CCC1)S(=O)(=O)C)=O)C=CC=C2C(=O)O (R)-2-hydroxy-3-((S)-2-((S)-1-(methylsulfonyl)pyrrolidine-2-carboxamido)-2-(4-phosphonophenyl)acetamido)-3,4-dihydro-2H-benzo[e][1,2]oxaborinine-8-carboxylic acid